(2-((2R,3S,4S,5S,6R)-3,4,5-trihydroxy-6-(4-(oct-7-ynamido)phenoxy)tetrahydro-2H-pyran-2-yl)ethyl)phosphonic acid O[C@@H]1[C@H](O[C@@H]([C@H]([C@H]1O)O)OC1=CC=C(C=C1)NC(CCCCCC#C)=O)CCP(O)(O)=O